1-bromo-5-(bromomethyl)-2-fluoro-4-iodobenzene BrC1=C(C=C(C(=C1)CBr)I)F